ClC=1C2=C(C(=NN1)C1=C(OCCOCCNC(OC(C)(C)C)=O)C=C(C=C1)F)CCC2O tert-butyl N-[2-[2-[2-(4-chloro-5-hydroxy-6,7-dihydro-5H-cyclopenta[d]pyridazin-1-yl)-5-fluoro-phenoxy]ethoxy]ethyl]carbamate